potassium aminoethyl sulfamate S(N)(OCCN)(=O)=O.[K]